3-(1'-(3-(1H-1,2,4-triazol-1-yl)benzyl)-6-oxo-6,8-dihydro-2H,7H-spiro[furo[2,3-e]isoindole-3,4'-piperidin]-7-yl)piperidine-2,6-dione N1(N=CN=C1)C=1C=C(CN2CCC3(CC2)COC2=C4CN(C(C4=CC=C23)=O)C2C(NC(CC2)=O)=O)C=CC1